COC1=CC=C(C=C1)COC=1C=CC2=C(N=CO2)C1 5-[(4-methoxyphenyl)methoxy]-1,3-benzoxazole